O=C1OC2C=CC=CC=2C(O)=C1CC1=C(O)C2C=CC=CC=2OC1=O bishydroxycoumarin